C1(=CC=CC2=CC=CC=C12)O[P@@](=O)(OC1=C(C(=C(C(=C1F)F)F)F)F)N[C@@H](C)C(=O)OC(C)C Isopropyl ((R)-(naphthalen-1-yloxy)(perfluorophenoxy)phosphoryl)-L-alaninate